BrC1=CC(=C(O[C@H](C(=O)O)COCC)C=C1)C1=NOC=C1 (S)-2-[4-bromo-2-(3-isoxazolyl)phenoxy]-3-ethoxypropionic acid